NCCC#CC1=C2CN(C(C2=CC=C1)=O)C1C(NC(CC1)=O)=O 3-(4-(4-Aminobut-1-yn-1-yl)-1-oxoisoindolin-2-yl)piperidine-2,6-dione